C(C\C=C/CCC)OC(CCC#N)OCC\C=C/CCC 4,4-bis(((Z)-hept-3-en-1-yl)oxy)butyronitrile